t-butylaminomethyl methacrylate C(C(=C)C)(=O)OCNC(C)(C)C